BrC1=C(SC=C1)CCCCCCN1C(C2=CC=CC=C2C1=O)=O 2-[6-(3-bromo-2-thienyl)hexyl]isoindoline-1,3-dione